C(C)OC1=CC=C(C=N1)C1=CN=CC(=N1)C(=O)NOCC1=C(C=CC(=C1)OC)C 6-(6-ethoxypyridin-3-yl)-N-((5-methoxy-2-methylbenzyl)oxy)pyrazine-2-carboxamide